CN([C@H](C(=O)O)C)C (S)-2-dimethylamino-propionic acid